2'-(5-Fluoro-2-((5-(1-methyl-piperidin-4-yl)pyridin-2-yl)amino)pyrimidin-4-yl)-3',5'-dimethyl-5',6'-dihydro-4'H-spiro[cyclobutane-1,7'-thieno[3,2-c]pyridin]-4'-one iron(II) acetate C(C)(=O)[O-].[Fe+2].FC=1C(=NC(=NC1)NC1=NC=C(C=C1)C1CCN(CC1)C)C1=C(C=2C(N(CC3(C2S1)CCC3)C)=O)C.C(C)(=O)[O-]